ClC1=C(C=C(C=C1)C=1C=C2C(=NC1)C=NN2CC(=O)N2CC(C2)F)C 2-[6-(4-Chloro-3-methyl-phenyl)pyrazolo[4,3-b]pyridin-1-yl]-1-(3-fluoroazetidin-1-yl)ethanone